7-(5-methyl-1H-indazol-4-yl)-5,6,7,8-tetrahydropyrido[3,4-d]pyrimidine CC=1C(=C2C=NNC2=CC1)N1CC=2N=CN=CC2CC1